Glutaconat C(C=CCC(=O)[O-])(=O)[O-]